1,3-diethyl-5-tert-butyl-benzene C(C)C1=CC(=CC(=C1)C(C)(C)C)CC